C(C)(C)(C)C=1C=C(C=C(C1)C(C)(C)C)C1=C(C=C(C=C1C)C)C (3,5-di-tert-butylphenyl)(mesitylene)